C(=C)C1=NOC=C1 vinyl-isoOxazole